C(C)N(CC(=O)OCCNCC1=C(C(=CC=C1)Cl)F)C(N(N1C(C2=CC=CC=C2C1=O)=O)CC1=CC=CC=C1)=O 2-(3-chloro-2-fluorophenylmethylamino)ethanol ethyl-(benzyl(1,3-dioxoisoindolin-2-yl)carbamoyl)glycinate